N-acetyl-Glycine C(C)(=O)NCC(=O)O